6-(1-(oxetan-3-yl)-6-oxo-1,6-dihydropyridin-3-yl)pyrazine-2-carboxamide O1CC(C1)N1C=C(C=CC1=O)C1=CN=CC(=N1)C(=O)N